CC=1C=C(C#N)C=CC1OC1=NC=CC=C1 3-methyl-4-(pyridin-2-yloxy)benzonitrile